CN1C(=NN=C1)C1=C(C=C(C=C1)C(F)(F)F)C1=CC(=CC=C1)N 2'-(4-methyl-4H-1,2,4-triazol-3-yl)-5'-(trifluoromethyl)-[1,1'-biphenyl]-3-amine